FC1=C2CCN(CC2=CC=C1C(=O)O)C(CNC(\C=C\C1=CC=C(C=C1)C(F)(F)F)=O)=O 5-fluoro-2-[2-[[(E)-3-[4-(trifluoromethyl)phenyl]prop-2-enoyl]amino]acetyl]-3,4-dihydro-1H-isoquinoline-6-carboxylic acid